1-(2-(difluoromethoxy)pyridin-4-yl)cyclobutane-1-amine FC(OC1=NC=CC(=C1)C1(CCC1)N)F